(4-(4-cyanophenyl)-4-fluoropiperidine-1-carbonyl)-2-cyclobutyl-4-ethylbenzoyl-hydrazine C(#N)C1=CC=C(C=C1)C1(CCN(CC1)C(=O)N(N)C(C1=C(C=C(C=C1)CC)C1CCC1)=O)F